C(C)OC1=CC=C(C=C1)C1=CN=C2N1C(=NC(=C2C2=CC(=NC=C2)C)C2=CC=CC=C2)N 3-(4-ethoxyphenyl)-8-(2-methylpyridin-4-yl)-7-phenylimidazo[1,2-c]pyrimidin-5-amine